C(#N)CC=1NC=CN1 (s)-Cyanomethylimidazole